6-[2-(4-cyclobutyl-4-azaspiro[2.5]oct-7-yl)-7-fluoro-indazol-5-yl]-2,8-dimethyl-imidazo[1,2-b]pyridazine C1(CCC1)N1C2(CC2)CC(CC1)N1N=C2C(=CC(=CC2=C1)C=1C=C(C=2N(N1)C=C(N2)C)C)F